C(C=C)N1N(C2=NC(=NC=C2C1=O)NC=1C=C2CN(CC2=CC1)C(=O)NC)C1=NC(=CC=C1)C(C)(C)O 5-{2-allyl-1-[6-(2-hydroxypropan-2-yl)-pyridin-2-yl]-3-oxo-2,3-dihydro-1H-pyrazolo[3,4-d]pyrimidin-6-ylamino}-N-methyl-1,3-dihydro-isoindole-2-carboxamide